1-phenyl-5-(4-hydroxyphenyl)-1,4-pentadien-3-one C1(=CC=CC=C1)C=CC(C=CC1=CC=C(C=C1)O)=O